methyl-N2-(tert-butoxycarbonyl)-N6-phenyl-L-lysine CN([C@@H](CCCCNC1=CC=CC=C1)C(=O)O)C(=O)OC(C)(C)C